FC=1C(=NC(=NC1)N[C@H]1[C@@H](CN(CC1)C(=O)OC)O)C=1C=C(C2=C(N(C(=N2)C)C(C)C)C1)F Methyl (3R,4R)-4-({5-fluoro-4-[4-fluoro-2-methyl-1-(propan-2-yl)-1H-benzimidazol-6-yl]pyrimidin-2-yl}amino)-3-hydroxypiperidine-1-carboxylate